6-hydroxy-dihydrocarbostyril OC=1C=C2CCC(NC2=CC1)=O